C1=CC=CC=2C3=CC=CC=C3C(C12)COC(=O)N([C@@H]1C(N(CC\C=C/C1)[C@H](C(=O)N(CC(=O)O)C)CC1=CC=C(C=C1)C(F)(F)F)=O)C N-((S)-2-((S,Z)-3-((((9H-fluoren-9-yl)methoxy)carbonyl)(methyl)amino)-2-oxo-3,4,7,8-tetrahydroazocin-1(2H)-yl)-3-(4-(trifluoromethyl)phenyl)propanoyl)-N-methylglycine